ClC1=C(C=C(C=C1)N1C(N(C2(C1=O)CCNCC2)CC)=O)C2CC2 3-(4-chloro-3-cyclopropylphenyl)-1-ethyl-1,3,8-triazaspiro[4.5]decane-2,4-dione